FC(C)(F)C1=CC(=C2C=C(C(N(C2=C1)C)=O)C)O 7-(1,1-Difluoroethyl)-5-hydroxy-1,3-dimethylquinolin-2(1H)-one